NC=1N=NC2=C(C=C(C=C2C1)C=1C(=CC(=NC1)NC(OC(C)(C)C)=O)C)Cl tert-Butyl 5-(3-amino-8-chlorocinnolin-6-yl)-4-methylpyridin-2-ylcarbamate